C12CN(CC2C1)C(=O)C1=CC=C(C=C1)CNC1=NC=NC2=C1SC=1N=NC(=C(C12)C)C 3-azabicyclo[3.1.0]hexan-3-yl-[4-[[(3,4-dimethylpyrimidino[4',5':4,5]thieno[2,3-c]pyridazin-8-yl)amino]methyl]phenyl]methanone